FC(CN1N=C(C=C1C(=O)O)CN1N=C(N=N1)C(F)(F)F)F 2-(2,2-difluoroethyl)-5-[[5-(trifluoromethyl)tetrazol-2-yl]methyl]pyrazole-3-carboxylic acid